tert-butyl 4-(bis(4-fluorophenyl) methyl)-3-carbamoylpiperazine-1-carboxylate FC1=CC=C(C=C1)C(N1C(CN(CC1)C(=O)OC(C)(C)C)C(N)=O)C1=CC=C(C=C1)F